ethyl 6-bromo-1-[(3,3-difluorocyclobutyl)methyl]-7-fluoro-4-hydroxy-2-oxo-quinoline-3-carboxylate BrC=1C=C2C(=C(C(N(C2=CC1F)CC1CC(C1)(F)F)=O)C(=O)OCC)O